5-isopropyl-3-(2,6-dichlorophenyl)isoxazol C(C)(C)C1=CC(=NO1)C1=C(C=CC=C1Cl)Cl